1'-(3-(7-fluoro-1-oxo-1,2-dihydroisoquinolin-3-yl)propyl)-1',2',3',6'-tetrahydro-[2,4'-bipyridine]-5-carbonitrile FC1=CC=C2C=C(NC(C2=C1)=O)CCCN1CCC(=CC1)C1=NC=C(C=C1)C#N